1-methyl-N-((6-((5-methylisoxazol-3-yl)methoxy)-1H-indol-2-yl)methyl)cyclopropane-1-carboxamide CC1(CC1)C(=O)NCC=1NC2=CC(=CC=C2C1)OCC1=NOC(=C1)C